2,4-diamino-6-hydroxy-5-formamidopyrimidine tert-butyl-4-[4-(2-fluoro-3-nitrophenyl)-1,3-thiazol-2-yl]piperidine-1-carboxylate C(C)(C)(C)OC(=O)N1CCC(CC1)C=1SC=C(N1)C1=C(C(=CC=C1)[N+](=O)[O-])F.NC1=NC(=C(C(=N1)N)NC=O)O